BrC=1C(=CC(=NC1)OC)CO[Si](C)(C)C(C)(C)C (5-Bromo-2-methoxy-4-pyridyl)methoxy-tert-butyl-dimethyl-silane